C1(CC1)CN1[C@H]2[C@@]3(CC[C@@H]([C@H]4[C@@]3(C=3C(=C(C=CC3C2)O)O4)CC1)NC(=O)C1=CC=C4C=CNC4=C1)O 17-Cyclopropylmethyl-3,14β-dihydroxy-4,5α-epoxy-6α-(indole-6-carboxamido)morphinan